trimethyl-styryl-phenol CC=1C(=C(C(=C(C1)O)C=CC1=CC=CC=C1)C)C